COC(=O)[C@H]1NC(C=2NC3=CC=CC=C3C2C1)(CO)CO (3S)-1,1-dihydroxymethyl-1,2,3,4-tetrahydro-beta-carboline-3-carboxylic acid methyl ester